BrC1=CC=C(C=C1)C12C(C3=C(C=NC=C3OC)O1)(C(C(C2C2=CC=CC=C2)C(=O)N(C)CCO)O)O 7a-(4-bromophenyl)-4b,5-dihydroxy-N-(2-hydroxyethyl)-4-methoxy-N-methyl-7-phenyl-4b,6,7,7a-tetrahydro-5H-cyclopenta[4,5]furo[2,3-c]pyridine-6-carboxamide